ethyl 4-(4-amino-2-fluorophenoxy)-5-methylthiazole-2-carboxylate NC1=CC(=C(OC=2N=C(SC2C)C(=O)OCC)C=C1)F